BrC(C)C1=CC=C(O[C@@H]2O[C@@H]([C@H]([C@@H]([C@H]2CC(=O)O)CC(=O)O)CC(=O)O)C(=O)OC)C=C1.OC1=CC=C(CCBr)C=C1 para-hydroxybenzyl-methyl bromide (2S,3R,4S,5S,6S)-2-(4-(1-bromoethyl)phenoxy)-6-(methoxycarbonyl)tetrahydro-2H-pyran-3,4,5-triyl-triacetate